L-2,4,5-trichlorophenol ClC1=C(C=C(C(=C1)Cl)Cl)O